(1,2-diphenyl-1H-benzimidazolyl)iridium (III) C1(=CC=CC=C1)N1C(=NC2=C1C=CC=C2[Ir+2])C2=CC=CC=C2